C(C)(=O)[O-].C[N+]1(CCCC1)CC 1-methyl-1-ethylpyrrolidinium acetate